ClC1=C(C(=O)O\N=C(/C)\C2=CC(=CC=C2)C(F)(F)F)C(=CC=C1)SC1=NC(=CC(=N1)OC)OC (E)-1-(3-(trifluoromethyl)phenyl)ethan-1-one O-(2-chloro-6-((4,6-dimethoxypyrimidin-2-yl)thio)benzoyl) oxime